Cl[SiH2]C1(CCC1)[SiH2]Cl 1,1-dichlorosilyl-cyclobutane